C1C=2C(C=3C(NC(N(C3C(C21)=O)CC2=CC(=CC=C2)C(=O)N2CCN(CC2)C2=NC=CC=N2)=O)=O)=O 6,7-Methylenedioxo-1-(3-(4-(pyrimidin-2-yl)piperazine-1-carbonyl)benzyl)quinazoline-2,4(1H,3H)-dione